ClC=1C=C2C(=C3C1NC(NC31CCCCC1)=O)OC(=N2)CN2CCC(CC2)OCC 5-chloro-2-[(4-ethoxypiperidin-1-yl)methyl]-7,8-dihydro-6H-spiro[[1,3]oxazolo[5,4-f]quinazoline-9,1'-cyclohexan]-7-one